Cl.CC=1N=C2N(C=C(C=C2C#N)C=2N=CC3=C(N2)SC(=N3)N(C3CCNCC3)C)C1 2-Methyl-6-{2-[methyl(piperidin-4-yl)amino][1,3]thiazolo[5,4-d]pyrimidin-5-yl}imidazo[1,2-a]pyridin-8-carbonitril-Hydrochlorid